2-((2-(((3-(3-amino-6-methoxypyridin-2-yl)propyl)(tert-butoxycarbonyl)amino)methyl)-3-chloro-4-fluorophenyl)-amino)-4,5-difluorobenzoic acid NC=1C(=NC(=CC1)OC)CCCN(C(=O)OC(C)(C)C)CC1=C(C=CC(=C1Cl)F)NC1=C(C(=O)O)C=C(C(=C1)F)F